(3-trimethoxysilylpropyl)-methyl-1,3-propanediamine CO[Si](CCCC(CCN)(N)C)(OC)OC